[Cl-].C(OCC)(OC[N+]1(CCC=C(C1)C1=NSN=C1OCCCCCC)C)=O ethyl [5-(4-hexyloxy-1,2,5-thiadiazol-3-yl)-1-methyl-3,6-dihydro-2H-pyridin-1-ium-1-yl]methyl carbonate chloride